(S)-(4-(benzylamino)-2-hydroxy-bicyclo[2.2.2]oct-1-yl)carbamic acid tert-butyl ester hydrochloride Cl.C(C)(C)(C)OC(NC12[C@H](CC(CC1)(CC2)NCC2=CC=CC=C2)O)=O